(Z)-5-(1-(4-amino-2-fluorobut-2-en-1-yl)-1H-benzo[d][1,2,3]triazol-4-yl)-N-isopropyl-2-methoxybenzenesulfonamide NC\C=C(\CN1N=NC2=C1C=CC=C2C=2C=CC(=C(C2)S(=O)(=O)NC(C)C)OC)/F